FC1(CCN(CC1)C1=NC(=CC(=N1)NC(C1=C(C=C(C=C1)NS(=O)(=O)CC)N1CCC2(CC2)CC1)=O)C)F N-(2-(4,4-Difluoro-piperidin-1-yl)-6-methyl-pyrimidin-4-yl)-4-(ethylsulfonamido)-2-(6-azaspiro[2.5]octan-6-yl)benzamide